N1(CCOCC1)C1=NC2=C(N=CC=C2C(=C1)C1=CC=C(C(=O)N)C=C1)C1=CC=NN1 4-[2-(morpholin-4-yl)-8-(1H-pyrazol-5-yl)-1,7-naphthyridin-4-yl]benzamide